F[C@H]1C[C@H]2[C@@H]3C[C@H]([C@H](C(CO)=O)[C@]3(C[C@@H]([C@@]2([C@]2(C=CC(C=C12)=O)C)F)O)C)C 6a,9a-difluoro-11β,21-dihydroxy-16α-methylpregna-1,4-diene-3,20-dione